BrC=1C=C(C2=C(N(C(N2C)=O)C=2SC(=NN2)C(F)F)C1)N1C[C@H](N(CC1)C(=O)OC(C)(C)C)C (R)-tert-butyl 4-(6-bromo-1-(5-(difluoromethyl)-1,3,4-thiadiazol-2-yl)-3-methyl-2-oxo-2,3-dihydro-1H-benzo[d]imidazol-4-yl)-2-methylpiperazine-1-carboxylate